(2S)-2-amino-4-(trifluoromethoxy)butane-1-ol hydrochloride Cl.N[C@H](CO)CCOC(F)(F)F